di(alpha-ethylhexyl) phthalate C(C=1C(C(=O)OC(CCCCC)CC)=CC=CC1)(=O)OC(CCCCC)CC